(S)-8-chloro-4-((3-chloro-4-fluorophenyl)amino)-6-(((4,6-dichloropyridin-3-yl)(1-(2-hydroxyethyl)-1H-1,2,3-triazol-4-yl)methyl)amino)quinoline-3-carbonitrile ClC=1C=C(C=C2C(=C(C=NC12)C#N)NC1=CC(=C(C=C1)F)Cl)N[C@H](C=1N=NN(C1)CCO)C=1C=NC(=CC1Cl)Cl